[N+](=O)([O-])C1=C(C=C(C=C1)C=1NC(=C(N1)C1=CC=C(C=C1)[N+](=O)[O-])C1=CC=C(C=C1)[N+](=O)[O-])C(F)(F)F 2-(4-nitro-3-(trifluoromethyl)phenyl)-4,5-bis(4-nitrophenyl)-1H-imidazole